hexylsulfonate tetrabutylphosphonium salt C(CCC)[P+](CCCC)(CCCC)CCCC.C(CCCCC)S(=O)(=O)[O-]